C[C@]1(C(NCC1)=O)C=1OC(=NN1)C1=C(C=CC=C1)NC1=CC=C(C=C1)C(F)(F)F (R)-3-methyl-3-(5-(2-((4-(trifluoromethyl)phenyl)amino)phenyl)-1,3,4-oxadiazol-2-yl)pyrrolidin-2-one